C(CC)NC(=S)NCCC di-N-propyl-thiourea